4-amino-6-isobutoxy-N-(4-(methoxymethyl)phenyl)-7-(1-methylcyclopropyl)-7H-pyrrolo[2,3-d]pyrimidine-5-carboxamide NC=1C2=C(N=CN1)N(C(=C2C(=O)NC2=CC=C(C=C2)COC)OCC(C)C)C2(CC2)C